3-(3-benzylsulfanyl-5-methoxy-phenoxy)piperidine-2,6-dione C(C1=CC=CC=C1)SC=1C=C(OC2C(NC(CC2)=O)=O)C=C(C1)OC